hexahydro-phthalic anhydride C1(C2C(C(=O)O1)CCCC2)=O